C(C)(C)(C)OC(=O)N1C(C(NCC1)=O)C=1C=NC(=CC1)NC1=C(N=NC(=C1)C1=C(C=CC=C1F)F)C(N)=O (6-(3-carbamoyl-6-(2,6-difluorophenyl)pyridazin-4-yl)aminopyridin-3-yl)-3-oxopiperazine-1-carboxylic acid tert-butyl ester